tert-butyl 4-[2-(7-fluoro-2-methylindazol-5-yl)thieno[2,3-c]pyrazol-5-yl]-2-methyl-5,6-dihydro-2H-pyridine-1-carboxylate FC1=CC(=CC2=CN(N=C12)C)N1N=C2C(=C1)C=C(S2)C2=CC(N(CC2)C(=O)OC(C)(C)C)C